tert-butyl 4-[3-[[2-[3-fluoro-4-(1,3-oxazol-2-yl)benzenesulfonyl]-1H,2H,3H-pyrrolo[3,4-c]pyridin-6-yl](hydroxy)methyl]phenyl]piperazine-1-carboxylate FC=1C=C(C=CC1C=1OC=CN1)S(=O)(=O)N1CC=2C=NC(=CC2C1)C(C=1C=C(C=CC1)N1CCN(CC1)C(=O)OC(C)(C)C)O